CC1(C([C@@]2(CCC1)CC(=C[C@H](C2)C)C)=O)C |r| (+-)-(6RS,10SR)-2,2,8,10-tetramethylspiro[5.5]undec-8-en-1-one